C(C)(C)N1CCC(CC1)N1CCC(CC1)C1=CC(=C2C(=N1)N(C(=N2)C2=CC=C(C=C2)S(=O)(=O)C)C)C 5-(1'-isopropyl-[1,4'-bipiperidin]-4-yl)-3,7-dimethyl-2-(4-(methylsulfonyl)phenyl)-3H-imidazo[4,5-b]pyridine